(±)-trans-N-(6,8-dichloro-2,7-naphthyridin-3-yl)-2-(1-methylpyrazol-4-yl)cycloPropanecarboxamide ClC=1C=C2C=C(N=CC2=C(N1)Cl)NC(=O)[C@H]1[C@@H](C1)C=1C=NN(C1)C |r|